FC1=C(CN2C(N(CC3=CC=C(C=C23)C(=O)NCC2=C(C=C(C=C2F)F)F)C)=O)C(=CC=C1)OC 1-(2-fluoro-6-methoxybenzyl)-3-methyl-2-oxo-N-(2,4,6-trifluorobenzyl)-1,2,3,4-tetrahydroquinazoline-7-carboxamide